(5-bromo-3-pyridyl)-[4-[phenyl(4-pyridyl)methyl]piperazin-1-yl]methanone BrC=1C=C(C=NC1)C(=O)N1CCN(CC1)C(C1=CC=NC=C1)C1=CC=CC=C1